O=C1NC(CCC1N1C(C2=CC=C(C=C2C1)N1CCN(CC1)C(=O)OC(C)(C)C)=O)=O tert-butyl 4-(2-(2,6-dioxopiperidin-3-yl)-1-oxoisoindolin-5-yl)Piperazine-1-carboxylate